[1,3,2]dioxaphosphorinane O1POCCC1